C1(CC1)C1=NC=NC(=C1C=1N=CC2=C(N1)N(C(C=C2)=O)CC2=CC=C(C=C2)C=2N(C=C(N2)C(F)(F)F)CCN2CCNCC2)OC 2-(4-cyclopropyl-6-methoxypyrimidin-5-yl)-8-[(4-{1-[2-(piperazin-1-yl)ethyl]-4-(trifluoromethyl)imidazol-2-yl}phenyl)methyl]pyrido[2,3-d]pyrimidin-7-one